N-[(3,5-Difluoropyridin-2-yl)methyl]-2-[3-(fluoromethyl)[1,4'-bipiperidine]-1'-yl]-1,3-thiazole-5-carboxamide FC=1C(=NC=C(C1)F)CNC(=O)C1=CN=C(S1)N1CCC(CC1)N1CC(CCC1)CF